BrC=1C=2N(C=CC1)C(=C(N2)C#CCNC=2C=CC(=NC2OC)C(=O)NC)CC(F)(F)F 5-({3-[8-bromo-3-(2,2,2-trifluoroethyl)imidazo[1,2-a]pyridin-2-yl]prop-2-yn-1-yl}amino)-6-methoxy-N-methylpyridine-2-carboxamide